(1r,2s,6r,7s)-4-(4-prop-2-ynyloxy-1,3-benzothiazol-2-yl)-4-azatricyclo[5.2.1.02,6]dec-8-ene-3,5-dione C(C#C)OC1=CC=CC2=C1N=C(S2)N2C([C@H]1[C@H]3C=C[C@@H]([C@H]1C2=O)C3)=O